2-(pyridin-2-yl)-5,6-dihydro-4H-pyrrolo[1,2-b]pyrazol N1=C(C=CC=C1)C=1C=C2N(N1)CCC2